(S)-7-cyclopropyl-3-((2,6-dimethoxypyridin-4-yl)ethynyl)-1-(pyrrolidin-3-yl)-1H-pyrazolo[4,3-c]pyridin-4-amine C1(CC1)C=1C2=C(C(=NC1)N)C(=NN2[C@@H]2CNCC2)C#CC2=CC(=NC(=C2)OC)OC